(4S,5S)-N-(3-(trifluoromethyl)benzamido)-4,5,6,7-tetrahydro-1H-pyrazolo[3,4-b]pyridine-3-carboxamide FC(C=1C=C(C(=O)NNC(=O)C2=NNC=3NCCCC32)C=CC1)(F)F